8-Methyl-N-[(4-methyl-1,2,5-oxadiazol-3-yl)methyl]-2-(pyridin-2-ylmethyl)-4,5-dihydro-2H-furo[2,3-g]indazole-7-carboxamide CC1=C(OC=2CCC3=CN(N=C3C21)CC2=NC=CC=C2)C(=O)NCC2=NON=C2C